4-(1-((1s,3s)-3-Amino-3-methylcyclobutyl)-1H-pyrazol-4-yl)-N-(1-(cyclobutylsulfonyl)piperidin-4-yl)-5-(trifluoromethyl)pyrimidin-2-amine NC1(CC(C1)N1N=CC(=C1)C1=NC(=NC=C1C(F)(F)F)NC1CCN(CC1)S(=O)(=O)C1CCC1)C